6-((4-(Dimethylamino)butanoyl)oxy)-11-((N-(3-heptyldecanoyl)-N-methylglycyl)oxy)-undecyl 2-hexyldecanoate C(CCCCC)C(C(=O)OCCCCCC(CCCCCOC(CN(C)C(CC(CCCCCCC)CCCCCCC)=O)=O)OC(CCCN(C)C)=O)CCCCCCCC